zinc di(3-acryloyloxy-2-methylpropionate) C(C=C)(=O)OCC(C(=O)[O-])C.C(C=C)(=O)OCC(C(=O)[O-])C.[Zn+2]